F[C@@H]1[C@H](CN(C1)C=1C=CC=2N=CN=C(C2N1)NC1=CC(=C(C=C1)OC1=CC2=C(N(N=N2)C)C=C1)C)NC(C=C)=O N-((3S,4S)-4-fluoro-1-(4-((3-methyl-4-((1-methyl-1H-benzo[d][1,2,3]triazol-5-yl)oxy)phenyl)amino)pyrido[3,2-d]pyrimidin-6-yl)pyrrolidin-3-yl)acrylamide